tert-butyl 4-hydroxy-4-(2-methoxy-2-oxo-ethyl)piperidine-1-carboxylate OC1(CCN(CC1)C(=O)OC(C)(C)C)CC(=O)OC